CC=1N(C(=CC1)C)C1=NN=C(S1)N1N=CC=C1NC(C)=O N-(2-[5-(2,5-dimethylpyrrol-1-yl)-1,3,4-thiadiazol-2-yl]pyrazol-3-yl)acetamide